FC(N1C=NC=2C1=NC=C(C2)OC2=C(C(=C(C=C2)NC=2C1=C(N=CN2)C=CC(=N1)N1C[C@H](N(CC1)C(C=C)=O)C)F)C)F (R)-1-(4-(4-((4-((3-(difluoromethyl)-3H-imidazo[4,5-b]pyridin-6-yl)oxy)-2-fluoro-3-methylphenyl)amino)pyrido[3,2-d]pyrimidin-6-yl)-2-methylpiperazin-1-yl)prop-2-en-1-one